(4,4-difluorocyclohex-1-en-1-yl)-3,4-dihydropyridine-1,2(2H)-dicarboxylic acid 1-tert-butyl 2-methyl ester COC(=O)C1(N(C=CCC1)C(=O)OC(C)(C)C)C1=CCC(CC1)(F)F